BrC=1C=C(C(=NC1)OCCCN(C)C)NC(=O)C1CC1 N-(5-Bromo-2-(3-(dimethylamino)propoxy)pyridin-3-yl)cyclopropanecarboxamide